2-mercapto-4-methoxyaniline SC1=C(N)C=CC(=C1)OC